3-(6-Aminopyridin-3-yl)-3,9-diazabicyclo[3.3.1]nonane-9-carboxylic acid tert-butyl ester C(C)(C)(C)OC(=O)N1C2CN(CC1CCC2)C=2C=NC(=CC2)N